C(#N)C1=C(C=C(C=C1)C(CN[C@H](C(=O)NC1=NC=C(C=C1)C=1C=NN(C1)C)C1=CC=CC=C1)C)F (S)-2-((2-(4-cyano-3-fluorophenyl)propyl)amino)-N-(5-(1-methyl-1H-pyrazol-4-yl)pyridin-2-yl)-2-phenylacetamide